S(=O)(=O)(C)C1=CC(=C(C=C1)NCC#CC1=CC(=C2C=CN(C2=C1)CC(F)(F)F)NC(=O)NC1CCN(CC1)C)OC 4-mesyl-2-methoxy-1-(3-{4-[3-(1-methyl-4-piperidyl)ureido]-1-(2,2,2-trifluoroethyl)-6-indolyl}-2-propynylamino)benzene